NC(C(CO)NC(=O)C1=C(OC2=C1C=C(C=C2)OCC2=CC=NN2C)C)=O N-(1-amino-3-hydroxy-1-oxopropan-2-yl)-2-methyl-5-((1-methyl-1H-pyrazol-5-yl)methoxy)benzofuran-3-carboxamide